C(CCC)O[W](OCCCC)(OCCCC)(OCCCC)(OCCCC)OCCCC hexabutoxytungsten(VI)